(S)-2-(4-(benzyloxymethyl)-2,6-dichlorobenzamido)-3-(3-((R)-2,3-dihydro-1H-inden-1-yl)ureido)propanoic acid C(C1=CC=CC=C1)OCC1=CC(=C(C(=O)N[C@H](C(=O)O)CNC(=O)N[C@@H]2CCC3=CC=CC=C23)C(=C1)Cl)Cl